ClC=1N=CC2=C(C=CC(=C2C1)C(C)C)N1[C@@H]([C@H](C1)CS(=O)(=O)C)C |r| rac-3-chloro-5-isopropyl-8-((2R,3S)-2-methyl-3-((methylsulfonyl)methyl)azetidin-1-yl)isoquinoline